1-[2-(trifluoromethyl)phenyl]ethan-1-amine FC(C1=C(C=CC=C1)C(C)N)(F)F